4-hydroxy-1-methylpyrrolidin-2-one OC1CC(N(C1)C)=O